3-(2-((((1-((1-(3-aminopropyl)-1H-1,2,3-triazol-4-yl)methyl)-1H-indol-6-yl)methyl)amino)methyl)-1H-indol-3-yl)-5-hydroxyisoindolin-1-one NCCCN1N=NC(=C1)CN1C=CC2=CC=C(C=C12)CNCC=1NC2=CC=CC=C2C1C1NC(C2=CC=C(C=C12)O)=O